[Pd].C(CCC)NC(=O)C=1C=CC=C2C(=CC=C(C12)C=1C(=NC=CC1)C1=NC=CC=C1)OC (8-(butylcarbamoyl)-4-methoxynaphthyl)(bipyridine) palladium